C(=O)(O)C1CC(C2=CC=C(C=C2C1C(=O)O)F)C1CC(=O)OC1=O 3,4-dicarboxy-1,2,3,4-tetrahydro-6-fluoro-1-naphthalenesuccinic anhydride